2-((4-fluorophenyl)sulfonyl)quinoline FC1=CC=C(C=C1)S(=O)(=O)C1=NC2=CC=CC=C2C=C1